4-(3-pyridyl)-3-butenoic acid N1=CC(=CC=C1)C=CCC(=O)O